N-{2,6-Dimethyl-4-[(6-trifluoromethyl-pyridin-3-ylmethyl)-amino]-phenyl}-3,3-dimethyl-butyramide CC1=C(C(=CC(=C1)NCC=1C=NC(=CC1)C(F)(F)F)C)NC(CC(C)(C)C)=O